C(C)OC1CCC(CC1)NC1=NC=C(C(=N1)NC1(CCC1)C)C(=O)N 2-((1r,4r)-4-ethoxycyclohexylamino)-4-(1-methylcyclobutylamino)pyrimidine-5-carboxamide